C[Si](C(CCCCCCCN1CCN(CC1)C)[SiH2]CNCCC[Si](OCC)(OCC)OCC)(OC)OC 1-methyldimethoxysilyl-8-(4-methylpiperazin-1-yl)(triethoxysilylpropylamino)methylsilyl-octane